N-methyl-N-(2-methylpropyl)-2-methylpropanamide CN(C(C(C)C)=O)CC(C)C